ClC1=CC=C(C=C1)C1CC2(C(N(C=3C=NC=4C=C(C(=CC4C32)C=3C=C(C(=NC3)OCCNC(C)C)NS(=O)(=O)C)F)C)=O)C1 N-(5-(3-(4-Chlorophenyl)-7'-fluoro-3'-methyl-2'-oxo-2',3'-dihydrospiro[cyclobutane-1,1'-pyrrolo[2,3-c]quinolin]-8'-yl)-2-(2-(isopropylamino)ethoxy)pyridin-3-yl)methanesulfonamide